2,4-difluoro-3-bromobenzoic acid methyl ester COC(C1=C(C(=C(C=C1)F)Br)F)=O